3-((3-((7-((4-(((R)-1-(3-bromophenyl)ethyl)amino)-6-methoxy-2-methylquinazolin-7-yl)oxy)heptyl)amino)phenyl)amino)piperidine-2,6-dione BrC=1C=C(C=CC1)[C@@H](C)NC1=NC(=NC2=CC(=C(C=C12)OC)OCCCCCCCNC=1C=C(C=CC1)NC1C(NC(CC1)=O)=O)C